N-(6-fluoropyridin-2-yl)-6-methylpyridine-2-sulfonamide trifluoroacetate salt FC(C(=O)O)(F)F.FC1=CC=CC(=N1)NS(=O)(=O)C1=NC(=CC=C1)C